(S)-N-((E)-(7-((S)-1-(5,5-difluoro-2-oxotetrahydropyrimidin-1(2H)-yl)-2-methoxyethyl)imidazo[1,2-b]pyridazin-2-yl)methylene)-2,4,6-trimethylbenzenesulfinamide FC1(CNC(N(C1)[C@H](COC)C1=CC=2N(N=C1)C=C(N2)\C=N\[S@@](=O)C2=C(C=C(C=C2C)C)C)=O)F